dinonyl-naphthalenedisulfonic acid C(CCCCCCCC)C=1C(=C(C(=C2C=CC=CC12)S(=O)(=O)O)S(=O)(=O)O)CCCCCCCCC